C(=O)(C(O)C(O)C(=O)O)OCC[N+](C)(C)C choline bitartrate